C(C1=CC=CC=C1)(=O)N1CCN(CC1)CCCNC(=O)C1CCN(CC1)C1=NC(=NO1)C1=CC=C(C=C1)OC N-(3-(4-benzoylpiperazin-1-yl)propyl)-1-(3-(4-methoxyphenyl)-1,2,4-oxadiazol-5-yl)piperidine-4-carboxamide